C(C)N(CC)C(=O)N(CC)CC diethylaminoketone